bromooxynicotinate BrOC1=C(C(=O)[O-])C=CC=N1